C1(CC1)CN1C=C(C(C(=C1)C(=O)N)=O)C1=NC=C(C=C1)C 1'-(cyclopropylmethyl)-5-methyl-4'-oxo-1',4'-dihydro-[2,3'-bipyridine]-5'-carboxamide